({4-[(3S)-3-amino-3-methylpyrrolidin-1-yl]-5-{[(1S)-1-cyclopropylethyl]carbamoyl}-3-(3,5-difluorophenyl)pyridin-2-yl}oxy)acetic acid N[C@@]1(CN(CC1)C1=C(C(=NC=C1C(N[C@@H](C)C1CC1)=O)OCC(=O)O)C1=CC(=CC(=C1)F)F)C